Methyl 3-[[6-(4-fluorophenyl)-4-[(6-methylpyridazin-3-yl)methylamino]quinazolin-8-yl]oxymethyl]pyrrolidine-1-carboxylate FC1=CC=C(C=C1)C=1C=C2C(=NC=NC2=C(C1)OCC1CN(CC1)C(=O)OC)NCC=1N=NC(=CC1)C